C(C1=CC=CC=C1)OC(=O)N1C[C@@H](NCC1)CN (S)-3-(aminomethyl)piperazine-1-carboxylic acid benzyl ester